CN([C@H]1C[C@H](C1)N1N=CC(=C1)C1=CN=C(C2=CC(=C(C=C12)C(=O)N)OC(C)C)OC[C@H]1NC(CC1)=O)C 4-(1-(cis-3-(dimethylamino)cyclobutyl)-1H-pyrazol-4-yl)-7-isopropoxy-1-(((S)-5-oxopyrrolidin-2-yl)methoxy)isoquinoline-6-carboxamide